NC1=NC=2C(=CC=CC2C=2N1C=C(N2)C(=O)N2CC(CC2)(F)F)OC (5-amino-7-methoxyimidazo[1,2-c]quinazolin-2-yl)(3,3-difluoropyrrolidin-1-yl)methanone